(S)-N-(2-methyl-1-((3-methylpyridin-2-yl)oxy)propan-2-yl)-2-((R)-1-methylpyrrolidin-2-yl)propanamide CC(COC1=NC=CC=C1C)(C)NC([C@@H](C)[C@@H]1N(CCC1)C)=O